C[C@]12CC3(CC(C[C@@](C1)(C3)C)C2)NC(NC2=CC=C(C(=O)N3C[C@H](CCC3)C(=O)NO)C=C2)=S (S)-1-(4-(3-((1r,3r,5s,7s)-3,5-dimethyladamantan-1-yl)thioureido)benzoyl)-N-hydroxypiperidine-3-carboxamide